tert-butyl (4S)-4-(2-iodoethenyl)-2,2-dimethyl-1,3-oxazolidine-3-carboxylate IC=C[C@@H]1N(C(OC1)(C)C)C(=O)OC(C)(C)C